(1S,2R,3S,4R)-2,3-dihydroxy-4-(4-(methylamino)-7H-pyrrolo[2,3-d]pyrimidin-7-yl)-N-(piperidin-2-ylmethyl)cyclopentane-1-carboxamide O[C@@H]1[C@H](C[C@H]([C@@H]1O)N1C=CC2=C1N=CN=C2NC)C(=O)NCC2NCCCC2